2-(3-(4-aminopiperidin-1-yl)propoxy)-4-methylthiazole-5-carboxamide hydrochloride Cl.NC1CCN(CC1)CCCOC=1SC(=C(N1)C)C(=O)N